NC1=C2CN(C(C2=CC=C1)=O)C1C(NC(CC1)=O)=O 3-(4-amino-1-oxo-3H-isoindol-2-yl)piperidine-2,6-dione